tert-butyl 3-((dimethylamino) methyl)-3-fluoropyrrolidine-1-carboxylate CN(C)CC1(CN(CC1)C(=O)OC(C)(C)C)F